imidazo[1,2-a]pyridin-3-yl(3-(3-(trifluoromethyl)phenethyl)piperidin-1-yl)methanone N=1C=C(N2C1C=CC=C2)C(=O)N2CC(CCC2)CCC2=CC(=CC=C2)C(F)(F)F